beta-(3,4-epoxycyclohexyl)ethylmethyl-dimethoxysilane C1(CC2C(CC1)O2)CC[Si](OC)(OC)C